1-propoxy-1,1,2,2-tetrafluoroethane C(CC)OC(C(F)F)(F)F